(4,4-dimethylcyclohexyl)pivalamide CC1(CCC(CC1)CC(C(=O)N)(C)C)C